O-methyl-histidine COC([C@@H](N)CC1=CNC=N1)=O